tert-butyl (2E)-3-(5-ethynylthiophen-2-yl)prop-2-enoate C(#C)C1=CC=C(S1)/C=C/C(=O)OC(C)(C)C